(4-(6-(2,3-dichlorophenyl)pyrido[2,3-b]pyrazin-2-yl)morpholin-2-yl)methanamine ClC1=C(C=CC=C1Cl)C=1C=CC=2C(=NC=C(N2)N2CC(OCC2)CN)N1